ClC=1C=C(N)C=CC1 m-chloroaniline